The molecule is a steroid saponin that is 4-methylstigmasta-7,24(28)-diene-21-thioic S-acid attached to an alpha-L-quinovopyranosyloxy group at position 3 (the 3beta,4alpha,5alpha,24Z stereoisomer). It has been isolated from the roots of Breynia fruticosa. It has a role as a metabolite and a plant metabolite. It is a deoxyglucose derivative, a monosaccharide derivative, a monothiocarboxylic acid, a steroid acid and a steroid saponin. C/C=C(/CC[C@H]([C@H]1CC[C@@H]2[C@@]1(CC[C@H]3C2=CC[C@@H]4[C@@]3(CC[C@@H]([C@H]4C)O[C@H]5[C@H]([C@@H]([C@H]([C@@H](O5)C)O)O)O)C)C)C(=O)S)\\C(C)C